(5-cyano-2-fluoro-phenyl)boronic acid C(#N)C=1C=CC(=C(C1)B(O)O)F